FC(C(CCN1N=CC=C1C(=O)OCC1=CC=CC=C1)O)(F)F benzyl 1-(4,4,4-trifluoro-3-hydroxybutyl)-1H-pyrazole-5-carboxylate